C(C1=CC=CC=C1)[C@@H]1N(CCC[C@H](C1)C)C1=CC(=CC(N1)=O)N1CCOCC1 6-((2R,4R)-2-benzyl-4-methylazepan-1-yl)-4-morpholinopyridin-2(1H)-one